dibutyl-bismuth diacetate C(C)(=O)[O-].C(C)(=O)[O-].C(CCC)[Bi+2]CCCC